C(C1=CC=CC=C1)OC1=C(C=C(C=C1)CC([2H])([2H])NC(C)=O)OC N-(2-(4-(benzyloxy)-3-methoxyphenyl)ethyl-1,1-d2)Acetamide